(E)-2-(((2-butyl-5-methylbenzo[d]oxazol-6-yl)oxy)methyl)-3-fluoroprop-2-en-1-amine 4-methylbenzenesulfonate CC1=CC=C(C=C1)S(=O)(=O)O.C(CCC)C=1OC2=C(N1)C=C(C(=C2)OC\C(\CN)=C\F)C